C(#N)CCP(O)(N(C(C)C)C(C)C)OC[C@@H]1[C@H](C[C@@H](O1)N1C(=O)N=C(NC(C2=CC=CC=C2)=O)C=C1)NC(C1=CC=CC=C1)(C1=CC=CC=C1)C1=CC=CC=C1 3'-Tritylamino-N-benzoyl-2',3'-dideoxycytidine 5'-(2-cyanoethyl)-N,N-diisopropylphosphoramidite